NCCCN(CCCCCCCC(=O)O)CCCCCCCC(OOC(CC)CC)=O 8-((3-aminopropyl)(8-oxo-8-((3-pentyloxy)oxy)octyl)amino)octanoic acid